5'-E-Vinyl-phosphonate C(=C)P([O-])([O-])=O